FC(C1=CC(=CC=C1)C=C)(F)F 1-(trifluoromethyl)-3-vinylbenzene